5-formylthiophene-2-carbonitrile C(=O)C1=CC=C(S1)C#N